ClC=1N=C(C2=C(N1)N(C=C2Cl)COCC[Si](C)(C)C)NCCCOC2=C(C(=NN2C2COC2)C)[N+](=O)[O-] 2,5-dichloro-N-(3-((3-methyl-4-nitro-1-(oxetan-3-yl)-1H-pyrazol-5-yl)oxy)propyl)-7-((2-(trimethylsilyl)ethoxy)methyl)-7H-pyrrolo[2,3-d]pyrimidine-4-Amine